CC1=NN(C=C1NC1=NC=C(C(=N1)NCCCN1C(CN(CCC1)C)=O)C#N)C1CCN(CC1)C 2-((3-methyl-1-(1-methylpiperidin-4-yl)-1H-pyrazol-4-yl)amino)-4-((3-(4-methyl-2-oxo-1,4-diazepan-1-yl)propyl)amino)pyrimidine-5-carbonitrile